F.[SiH4] silane compound with hydrofluoric acid